2-bromo-4-[3-(4-bromophenoxymethyl)-1-(4-methoxybenzoyl)pyrrolidin-3-yl]pyridine BrC1=NC=CC(=C1)C1(CN(CC1)C(C1=CC=C(C=C1)OC)=O)COC1=CC=C(C=C1)Br